2-(4-((cis)-4-(4-amino-3-(2-fluoro-4-phenoxyphenyl)-1H-pyrazolo[3,4-d]pyrimidin-1-yl)cyclohexyl)piperazin-1-yl)ethanol NC1=C2C(=NC=N1)N(N=C2C2=C(C=C(C=C2)OC2=CC=CC=C2)F)[C@H]2CC[C@H](CC2)N2CCN(CC2)CCO